(E)-10-Benzylidene-3,3,7-trimethyl-2,3,4a,9,9a,10-hexahydro-1H-indeno[1,2-c]pyrazolo[1,2-a]pyrazol-1-one C(/C1=CC=CC=C1)=C\1/C2C(N3N1C(CC3(C)C)=O)C=3C=CC(=CC3C2)C